C(CC)C(CCCC)CCCC 5-propylnonane